4,5,6,7-tetrahydro-1H-benzimidazole-1-yl-methanol N1(C=NC2=C1CCCC2)CO